C(CCCCCCCCC)P(OCC)(=O)OCC diethyl decanephosphonate